(6-hydroxy-2,3-dihydro-1H-inden-5-yl)boronic acid OC1=C(C=C2CCCC2=C1)B(O)O